ClC1=NC(=C(C=C1C(C)=O)Cl)N1C=NC2=C1C=CC(=C2)NC=2N=NC(=CC2)C 1-[2,5-dichloro-6-[5-[(6-methylpyridazin-3-yl)amino]benzimidazol-1-yl]-3-pyridyl]ethanone